tert-butyl (1S,5S)-6-(5-(6-bromo-3-cyanopyrazolo[1,5-a]pyridin-4-yl) pyridin-2-yl)-4-cyano-4-methyl-2,6-diazabicyclo[3.2.0]heptane-2-carboxylate BrC=1C=C(C=2N(C1)N=CC2C#N)C=2C=CC(=NC2)N2[C@H]1C(CN([C@H]1C2)C(=O)OC(C)(C)C)(C)C#N